FC1(CN(CC1)CC=O)F 2-(3,3-difluoropyrrolidin-1-yl)ethan-1-one